Bis(n-propylcyclopentadienyl)titanium dichloride [Cl-].[Cl-].C(CC)C1(C=CC=C1)[Ti+2]C1(C=CC=C1)CCC